2-[4-[4-(aminomethyl)-8-ethoxy-1-oxo-2H-phthalazin-6-yl]-2-methyl-pyrazol-3-yl]-3-fluoro-naphthalene-1-carbonitrile NCC1=NNC(C2=C(C=C(C=C12)C1=C(N(N=C1)C)C1=C(C2=CC=CC=C2C=C1F)C#N)OCC)=O